COC(C(NC(=O)C=1N(N=CC1)C)C1CCCCCCC1)=O 2-Cyclooctyl-2-[(2-methylpyrazole-3-carbonyl)amino]acetic acid methyl ester